3-(3-((5-methoxy-1H-indol-1-yl)sulfonyl)phenyl)acrylamide COC=1C=C2C=CN(C2=CC1)S(=O)(=O)C=1C=C(C=CC1)C=CC(=O)N